(R and S)-quinuclidin-3-amine N12C[C@@H](C(CC1)CC2)N |r|